4-methylpyrrolidinone CC1CC(NC1)=O